BrC=1C(=C2C(=NC1Cl)N(C(N2C)=O)C=2C=NN(C2)C(F)F)Br 6,7-dibromo-5-chloro-3-(1-(difluoromethyl)-1H-pyrazol-4-yl)-1-methyl-1,3-dihydro-2H-imidazo[4,5-b]pyridin-2-one